(tert-Butoxycarbonyl)spiro[chromane-3,4'-piperidine]-5-carboxylic acid C(C)(C)(C)OC(=O)N1CCC2(CC1)COC=1C=CC=C(C1C2)C(=O)O